N1N=CC(=C1)C1=CC=C(O1)C(=O)NC=1C(=NN(C1)C1CN(C1)C(=O)NC1CC1)C1=NC=CC=C1 3-[4-{5-(1H-Pyrazol-4-yl)furan-2-carboxamido}-3-(pyridine-2-yl)-1H-pyrazol-1-yl]-N-cyclopropylazetidine-1-carboxamide